NC1=NC=C(C(=N1)N)OC=1C(=CC(=C(C1)NC(=O)N)OC)C(C)C [5-(2,4-Diamino-pyrimidin-5-yloxy)-4-isopropyl-2-methoxy-phenyl]-urea